2-(4,6-bis(2,4-dimethylphenyl)-1,3,5-triazin-2-yl)-6-(methyl)-4-(chloromethyl)phenol CC1=C(C=CC(=C1)C)C1=NC(=NC(=N1)C1=C(C=C(C=C1)C)C)C1=C(C(=CC(=C1)CCl)C)O